Methyl-6-(6'-methyl-[2,2'-bipyridin]-3-yl)imidazo[1,2-a]pyridin-3-carboxamid CC=1N=C2N(C=C(C=C2)C=2C(=NC=CC2)C2=NC(=CC=C2)C)C1C(=O)N